(2S,4r)-N-[2-cyclopentyl-2-(dimethylaminosulfonylamino)ethyl]-1-[(2S)-2-(4-cyclopropyltriazol-1-yl)-3,3-dimethyl-butyryl]-4-hydroxy-pyrrolidine-2-carboxamide C1(CCCC1)C(CNC(=O)[C@H]1N(C[C@@H](C1)O)C([C@H](C(C)(C)C)N1N=NC(=C1)C1CC1)=O)NS(=O)(=O)N(C)C